C=1N=CN2C1C1=CC=CC=C1[C@H]2[C@@H]2CCC=1C=CN=CC1[C@@H]2O (7s,8R)-7-[(5R)-5H-imidazo[4,3-a]isoindol-5-yl]-5,6,7,8-tetrahydroisoquinolin-8-ol